CO\N=C\C1=C(C(=CC(=C1F)F)C)Br (E)-2-bromo-5,6-difluoro-3-methylbenzaldehyde-O-methyl oxime